NC1=NN(C=C1)CCO 2-(3-amino-1H-pyrazol-1-yl)ethan-1-ol